FCCN1C(=NC=2C1=NC(=CC2)C=2C=CN1N=C(N=CC12)NC1CCOCC1)C 5-(3-(2-fluoroethyl)-2-methyl-3H-imidazo[4,5-b]pyridin-5-yl)-N-(tetrahydro-2H-pyran-4-yl)pyrrolo[2,1-f][1,2,4]triazin-2-amine